2-((2-(benzo[c][1,2,5]oxadiazol-5-ylmethoxy)-4-((2-bromo-[1,1'-biphenyl]-3-yl)methoxy)-5-chlorobenzyl)amino)ethane-1-sulfonamide N=1ON=C2C1C=CC(=C2)COC2=C(CNCCS(=O)(=O)N)C=C(C(=C2)OCC=2C(=C(C=CC2)C2=CC=CC=C2)Br)Cl